6-O-hexadecanoyl-ascorbic acid C(CCCCCCCCCCCCCCC)(=O)OC[C@@H]([C@@H]1C(=C(C(=O)O1)O)O)O